CN1N=C(C=C1)C1=NC(=NC=2CCC(CC12)NC(CC)=O)C1=CC=CC=C1 N-(4-(1-methyl-1H-pyrazol-3-yl)-2-phenyl-5,6,7,8-tetrahydroquinazolin-6-yl)propionamide